Cl.N1C[C@H](CC1)C(=O)N1C2CN(CC1CC2)C2=NC=C(C=N2)C(F)(F)F ((S)-pyrrolidin-3-yl)(3-(5-(trifluoromethyl)pyrimidin-2-yl)-3,8-diazabicyclo[3.2.1]octan-8-yl)methanone hydrochloride